C1(CCCCCCCC=CCCCCCCO1)=O 9-Hexadecen-1,16-olid